C1(CC1)N(C=1C(=CC(=C(C1)N1C(NC=2C(C1=O)=C(SC2)C(=O)O)=O)F)OC)CC2=C(C(=CC=C2OCC)F)F 3-(5-(cyclopropyl-(6-ethoxy-2,3-difluorobenzyl)amino)-2-fluoro-4-methoxyphenyl)-2,4-dioxo-1,2,3,4-tetrahydrothieno[3,4-d]pyrimidine-5-carboxylic acid